3-[(6R,8aS)-6-ethyl-2-[4-fluoro-2-(trifluoromethyl)phenyl]-3-oxo-5,6,8,8a-tetrahydro-1H-imidazo[1,5-a]pyrazin-7-yl]-6-bromo-pyridine-2-carbaldehyde C(C)[C@H]1N(C[C@@H]2N(C1)C(N(C2)C2=C(C=C(C=C2)F)C(F)(F)F)=O)C=2C(=NC(=CC2)Br)C=O